C(C)(C)(C)C1=CC=C(C(=N1)Cl)C(=O)NS(=O)(=O)C1=NC(=CC=C1)NCCC[C@@H]1CNC(C1)(C)C 6-tert-butyl-2-chloro-N-[[6-[3-[(3S)-5,5-dimethylpyrrolidin-3-yl]propylamino]-2-pyridyl]sulfonyl]pyridine-3-carboxamide